O1N=CC=C1C(=O)N1[C@H]2CN(C[C@@H]1CC2)C2=NC(=NC=C2)NC=2C=NNC2 1,2-oxazol-5-yl{(1R,5S)-3-[2-(1H-pyrazol-4-ylamino)pyrimidin-4-yl]-3,8-diazabicyclo[3.2.1]oct-8-yl}methanone